amino-4,6-dihydrothieno[3,4-b]thiophene-3-carboxylic acid tert-butyl ester C(C)(C)(C)OC(=O)C=1C2=C(SC1N)CSC2